4-pivaloyloxybenzyl alcohol C(C(C)(C)C)(=O)OC1=CC=C(CO)C=C1